C(C1CO1)[N+]=1C=C(CC(C1)(CC(C)C)CC=C)CC1CO1 1,3-diglycidyl-5-allyl-5-isobutylpyridinium